2,4,6-tris{(diphenylamino)styryl}-picoline C1(=CC=CC=C1)N(C1=CC=CC=C1)C(=CC1=CC=CC=C1)C1(NC(=CC(=C1)C(=CC1=CC=CC=C1)N(C1=CC=CC=C1)C1=CC=CC=C1)C(=CC1=CC=CC=C1)N(C1=CC=CC=C1)C1=CC=CC=C1)C